C(C)(C)(C)OC(=O)N1CCN(CC1)C1=CC=C(C=N1)NCCC(=O)O 3-((6-(4-(tert-Butoxycarbonyl)piperazin-1-yl)pyridin-3-yl)amino)propanoic Acid